5-(5-(2-Chloro-7-ethoxyquinolin-3-yl)-3-(4-(6-chloropyridin-3-yl)phenyl)-4,5-dihydro-1H-pyrazol-1-yl)-5-oxopentanoic acid ClC1=NC2=CC(=CC=C2C=C1C1CC(=NN1C(CCCC(=O)O)=O)C1=CC=C(C=C1)C=1C=NC(=CC1)Cl)OCC